O=C1NC(CCC1N1CCC(CC1)CN1CCN(CC1)C1=CC=C(C=C1)NC(OCCCC)=O)=O butyl (4-(4-((2',6'-dioxo-[1,3'-bipiperidin]-4-yl)methyl) piperazin-1-yl)phenyl)carbamate